C(C)(C)(C)OC(=O)N1CC(C1)(C)SC1=CC=C(C=C1)OC 3-((4-methoxyphenyl)thio)-3-methylazetidine-1-carboxylic acid tert-butyl ester